C(CCC)C1CC=C(CC1)C=CC1OCCO1 2-(2-(4-butylcyclohex-1-en-1-yl)vinyl)-1,3-dioxolane